Benzyl-dimethyl-cetyl-ammonium chloride [Cl-].C(C1=CC=CC=C1)[N+](CCCCCCCCCCCCCCCC)(C)C